C(C)OC(=O)C1CC(C1)O[Si](C1=CC=CC=C1)(C1=CC=CC=C1)C(C)(C)C 3-((tert-butyl-(diphenyl)silyl)oxy)cyclobutanecarboxylic acid ethyl ester